methyl 5-(4-bromophenyl)-4-(2-(2,4-dimethoxyphenyl) hydrazinomethylene)-3,5-dioxopentanoate BrC1=CC=C(C=C1)C(C(C(CC(=O)OC)=O)=CNNC1=C(C=C(C=C1)OC)OC)=O